BrC1=CC=2N=CN(C(C2C=N1)=O)[C@H](C)C=1C=C(C(=O)O)C=CC1 (R)-3-(1-(7-bromo-4-oxopyrido[4,3-d]pyrimidin-3(4H)-yl)ethyl)benzoic acid